BrC1=CC=CC=2N(C(N(C21)C2CC2)=O)N2C(CCCC2=O)=O (4-bromo-3-cyclopropyl-2-oxo-benzoimidazol-1-yl)piperidine-2,6-dione